CC(CC)(C)C trimethyl-propan